FC1=C(C=C2C=CC(N(C2=C1)C1=C(C=C(C(=C1)F)C1CC(C1)=O)OC)=O)S(=O)(=O)N(CC1=CC=C(C=C1)OC)C1=NOC=C1 (P)-7-fluoro-1-(5-fluoro-2-methoxy-4-(3-oxocyclobutyl)phenyl)-N-(isoxazol-3-yl)-N-(4-methoxybenzyl)-2-oxo-1,2-dihydroquinoline-6-sulphonamide